C(C)(C)(C)OC1CCC(CC1)C=1N=CC2=C(N1)C(=CN=C2)C(F)(F)F ((1R,4R)-4-(tert-butoxy)cyclohexyl)-8-(trifluoromethyl)pyrido[4,3-d]pyrimidine